CNCC(=O)O L-sarcosine